O1[C@H](COCC1)C1COC2=C(N1)C(=CC(=C2)S(=O)(=O)N)[N+](=O)[O-] 3-[(2S)-1,4-dioxan-2-yl]5-nitro-3,4-dihydro-2H-1,4-benzoxazine-7-sulfonamide